NC=1C=NC(NC1)=O 5-amino-1,3-diazinon